2-hydroxyphenyl-(4-hydroxyphenyl)methane OC1=C(C=CC=C1)CC1=CC=C(C=C1)O